Cl.Cl.N1=C(N=CC=C1)C=1C=C2CCC3(NC2=NC1C(F)(F)F)CNCC3 6'-(pyrimidin-2-yl)-7'-(trifluoromethyl)-3',4'-dihydro-1'h-spiro[pyrrolidine-3,2'-[1,8]naphthyridine] dihydrochloride